2-(7-Methyl-3-methyleneoctyl)-1,3-dioxolane CC(CCCC(CCC1OCCO1)=C)C